C(CCCC)(=O)OC1=CC2=C(NC(=N2)S(=O)CC2=NC=C(C(=C2C)OC)C)C=C1 2-(((4-methoxy-3,5-dimethylpyridin-2-yl) methyl) sulfinyl)-1H-benzo[d]imidazol-5-yl valerate